N=1SN=C2C1C=CC=C2C2=CC=C(C=C2)C=CN(C2=CC=CC=C2)C2=CC=CC=C2 N-(2-(4-(benzo[c][1,2,5]thiadiazol-4-yl)phenyl)-vinyl)-N,N-diphenylamine